2-fluorophenyl-5-(4-hydroxyphenyl)-6-(4-(6-selenocyano-hexanamido) phenyl)-7-oxabicyclo[2.2.1]hept-5-ene-2-sulfonate FC1=C(C=CC=C1)OS(=O)(=O)C1C2C(=C(C(C1)O2)C2=CC=C(C=C2)O)C2=CC=C(C=C2)NC(CCCCC[Se]C#N)=O